2-bromo-1-(4-methylphenyl)ethanone BrCC(=O)C1=CC=C(C=C1)C